CC=1C=CC(=NC1NC(C(C)N1C=C(C2=CC(=CC=C12)S(=O)(=O)N1CCCCC1)C)=O)NC(OC(C)(C)C)=O tert-butyl N-[5-methyl-6-[2-[3-methyl-5-(1-piperidylsulfonyl)indol-1-yl]propanoylamino]-2-pyridyl]carbamate